N[C@H]1C[S@](C=C1)(=N)=O (1S,3R)-3-amino-1-imino-2,3-dihydrothiophene-1-oxide